NC(C([C@H](C[C@H]1C(NCC1)=O)NC([C@H](CC1CCCCC1)NC(OC(CC1=CC(=CC=C1)Cl)C1=CC=CC=C1)=O)=O)=O)=O 2-(3-Chlorophenyl)-1-phenylethyl ((S)-1-(((S)-4-amino-3,4-dioxo-1-((S)-2-oxopyrrolidin-3-yl)butan-2-yl)amino)-3-cyclohexyl-1-oxopropan-2-yl)carbamate